tert-butyl (1R,2R,5S)-3-hydroxy-2-methyl-8-azabicyclo[3.2.1]octane-8-carboxylate OC1[C@@H]([C@H]2CC[C@@H](C1)N2C(=O)OC(C)(C)C)C